OC[C@H](C1=CC=CC=C1)NC=1NC(/C(/N1)=C/C=1C=C2N=CC=NC2=CC1)=O (4Z)-2-[[(1S)-2-Hydroxy-1-phenyl-ethyl]amino]-4-(quinoxalin-6-ylmethylene)-1H-imidazol-5-one